CC1(CCC=2C(=NNC2C1)C1=NC2=C(N1)C=CC(=C2)NC([C@H](C)N2CCOCC2)=O)C (S)-N-(2-(6,6-Dimethyl-4,5,6,7-tetrahydro-1H-indazol-3-yl)-1H-benzo[d]imidazol-5-yl)-2-morpholinopropanamide